FC1=CC2=C(CC3(CCNCC3)O2)C=C1 (3R)-6-fluoro-3H-spiro[1-benzofuran-2,4'-piperidine]